N1-(2-(3-chloro-5-(trifluoromethyl)-pyridin-2-yl)ethyl)-N2-(1H-pyrrolo[3,2-c]pyridin-3-yl)oxalamide ClC=1C(=NC=C(C1)C(F)(F)F)CCNC(C(=O)NC1=CNC2=C1C=NC=C2)=O